1,1-dimethyl-4-methyl-7-morpholino-3,4-dihydro-1H-pyrano[4,3-c]pyridine CC1(OCC(C=2C=NC(=CC21)N2CCOCC2)C)C